[N+](=O)([O-])C1SC=CC=C1 nitrothiopyran